C(CCCCCN1C2=NCCCN2CCC1)N1C2=NCCCN2CCC1 7,7'-hexylenedi-1,5,7-triazabicyclo[4.4.0]dec-5-ene